7-Bromo-1H-indole-6-carboxylic acid BrC=1C(=CC=C2C=CNC12)C(=O)O